(S)-1-(4-bromo-3,5-dimethoxyphenyl)-2-(2-chloroethoxy)ethan-1-ol BrC1=C(C=C(C=C1OC)[C@@H](COCCCl)O)OC